di-(tert-butyl)phosphonium tetrafluoroborate F[B-](F)(F)F.C(C)(C)(C)[PH2+]C(C)(C)C